ClC[C@H]1CN(C(O1)=O)C1=CC=C(C=C1)N1C(COCC1)=O 4-[4-[(5R)-5-(chloromethyl)-2-oxo-3-oxazolidinyl]phenyl]-3-morpholinone